FC1=C(C(=CC=C1)F)N1N=C(C=C1)NC(C1=C(C=CC=C1)C(F)(F)F)=O N-[1-(2,6-difluorophenyl)pyrazol-3-yl]-2-(trifluoromethyl)benzamide